(S)-4-(((4-(1-cyclopropyl-3-ethoxy-2,2-dimethyl-3-oxopropyl)pyridin-2-yl)oxy)methyl)piperidine C1(CC1)[C@H](C(C(=O)OCC)(C)C)C1=CC(=NC=C1)OCC1CCNCC1